6-(4-cyclopropyl-6-methoxy-pyrimidin-5-yl)-4-[[3-fluoro-4-[1-methyl-4-(trifluoromethyl)imidazol-2-yl]phenyl]methoxy]-1-tetrahydropyran-2-yl-pyrazolo[3,4-d]pyrimidine C1(CC1)C1=NC=NC(=C1C1=NC(=C2C(=N1)N(N=C2)C2OCCCC2)OCC2=CC(=C(C=C2)C=2N(C=C(N2)C(F)(F)F)C)F)OC